C1(CC1)C1=NC=NC(=C1C=1N=CC2=C(N1)C(=NN2C)CC2=CC=C(C=C2)C=2N(C=C(N2)C(F)(F)F)C(C)C)OC 5-(4-cyclopropyl-6-methoxypyrimidin-5-yl)-3-(4-(1-isopropyl-4-(trifluoromethyl)-1H-imidazol-2-yl)benzyl)-1-methyl-1H-pyrazolo[4,3-d]pyrimidine